ClC=1C=C(C(=O)N)C=CC1C[C@@H](CN1C(C2=CC=CC=C2C1=O)=O)N1CCCC1 3-chloro-4-[(2S)-3-(1,3-dioxo-2,3-dihydro-1H-isoindol-2-yl)-2-(pyrrolidin-1-yl)propyl]benzamide